FCC[Sn](C1=CC=CC=C1)(C1=CC=CC=C1)C1=CC=CC=C1 (2-fluoroethyl)triphenylstannane